francium dodecyl benzenedisulfonate C=1(C(=CC=CC1)S(=O)(=O)[O-])S(=O)(=O)OCCCCCCCCCCCC.[Fr+]